COC(=O)C=1N(C(=CC1)S(=O)(=O)NO)C 5-(Hydroxylaminosulfonyl)-1-methyl-1H-pyrrole-2-carboxylic acid methyl ester